NC1=C(C=CC(=C1F)N(CC1=CC=C(C=C1)C(F)(F)F)C)NC(CC(C)(C)C)=O N-(2-amino-3-fluoro-4-(methyl(4-(trifluoromethyl)benzyl)amino)phenyl)-3,3-dimethylbutanamide